5-iodo-6-(6-methoxybenzo[d][1,3]dioxolan-5-yl)naphtho[2,3-d][1,3]dioxolan IC=1C2=CC3=C(OCO3)C=C2C=CC1C1=CC2=C(OCO2)C=C1OC